2-(2,6-dimethylpyridin-4-yl)-3-isopropyl-5-((1-(2-methoxyethyl)piperidin-4-yl)methoxy)-1H-indole CC1=NC(=CC(=C1)C=1NC2=CC=C(C=C2C1C(C)C)OCC1CCN(CC1)CCOC)C